BrC=1C(=NC(=NC1)Cl)NC1=C(C=C(C=C1)C1CC1)P(C)(C)=O (2-((5-bromo-2-chloropyrimidin-4-yl)amino)-5-cyclopropylphenyl)dimethylphosphine oxide